1,4-bis(2-dodecyloxy-5-ethyl-3-methoxybenzyl)piperazine C(CCCCCCCCCCC)OC1=C(CN2CCN(CC2)CC2=C(C(=CC(=C2)CC)OC)OCCCCCCCCCCCC)C=C(C=C1OC)CC